C(#N)C=1C=NC(=NC1)N1CCC(CC1)CC(=O)O 2-(1-(5-cyanopyrimidin-2-yl)piperidin-4-yl)acetic Acid